O1C=NC=C1N(S(=O)(=O)C1=CC=CC=C1)C1(N=CSC1)C(=O)O 4-(1,3-oxazol-5-yl(phenyl)sulfonamido)-1,3-thiazole-4-carboxylic acid